COC1=C(C=CC(=C1)CC(C(CC1=CC(=C(C=C1)O)OC)CO)CO)[O-] 2-methoxy-4-[2,3-bis(hydroxymethyl)-4-(4-hydroxy-3-methoxyphenyl)butyl]phenolate